FC1=C(C(=CC=C1)C)N1CCC(CC1)C1=CC=2C(=NC(=CN2)OC)N(C1=O)CC1=NC=CN=C1C(F)(F)F 7-(1-(2-fluoro-6-methylphenyl)piperidin-4-yl)-3-methoxy-5-((3-(trifluoromethyl)pyrazin-2-yl)methyl)pyrido[2,3-b]pyrazin-6(5H)-one